COC=1C=C(C2=CC=CC=C2C1)C1CC(C(CC1C)C(=O)OCC)=O ethyl 4-(3-methoxy-1-naphthyl)-5-methyl-2-oxo-cyclohexanecarboxylate